2,2-difluoroethyl (trans-4-((4-(4-chloro-1H-pyrazol-3-yl)-5-cyanopyrimidin-2-yl)amino)cyclohexyl)(5-(2-methoxypyrimidin-5-yl)pyrazin-2-yl)carbamate ClC=1C(=NNC1)C1=NC(=NC=C1C#N)N[C@@H]1CC[C@H](CC1)N(C(OCC(F)F)=O)C1=NC=C(N=C1)C=1C=NC(=NC1)OC